F[C@@H]1CN(CC1)C1=CC=C(C=N1)C=1C=C2N(N1)C(N(C2)C=2C=NC=CC2)=O (S)-2-(6-(3-fluoropyrrolidin-1-yl)pyridin-3-yl)-5-(pyridin-3-yl)-4H-imidazo[1,5-b]pyrazol-6(5H)-one